4-[(2,4-dichlorophenyl)methyl]-3-[(4-fluorophenyl)methyl]-4,5-dihydro-1,2,4-oxadiazol-5-one ClC1=C(C=CC(=C1)Cl)CN1C(=NOC1=O)CC1=CC=C(C=C1)F